(methyl)palladium (II) chloride C[Pd]Cl